Cl.ClC=1C=C2C=CN(C2=CC1)CCSC1=NC2=CC=CC=C2CN1 2-((2-(5-chloro-1H-indol-1-yl)ethyl)thio)-3,4-dihydroquinazoline hydrochloride